C(C)(C)(C)OC(=O)N[C@@H](CCC(NNC(CCOCCOCCOCCOCC#C)=O)=O)C(=O)OC methyl (S)-22-((tert-butoxycarbonyl)amino)-16,19-dioxo-4,7,10,13-tetraoxa-17,18-diazatricos-1-yn-23-oate